C(C)(C)(C)OC(=O)N1C=C(C2=CC(=C(C=C12)Cl)F)C 6-chloro-5-fluoro-3-methyl-1H-indole-1-carboxylic acid tert-butyl ester